(5-{3-amino-6-bromo-5-[4-(trifluoromethoxy)benzene-1-sulfonyl]pyridin-2-yl}-1,3,4-oxadiazol-2-yl)methanol NC=1C(=NC(=C(C1)S(=O)(=O)C1=CC=C(C=C1)OC(F)(F)F)Br)C1=NN=C(O1)CO